C(C(=C)C)(=O)OCC(COCCC[SiH2]C(O[Si](C)(C)C)O[Si](C)(C)C)O (3-methacryloxy-2-hydroxypropyl-oxy)propylbis(trimethylsiloxy)methylsilane